2-(tert-butyl) 8-ethyl 8-fluoro-2,6-diazaspiro[3.4]octane-2,8-dicarboxylate FC1(CNCC12CN(C2)C(=O)OC(C)(C)C)C(=O)OCC